C(C)C1(CC(CC(C1)=O)=O)CC 1,1-diethyl-cyclohexan-3,5-dione